4-((4-(1-(2-cyclopropyl-2-hydroxyethyl)-1H-pyrazol-4-yl)-5-(trifluoromethyl)pyrimidin-2-yl)amino)-3-fluorobenzenesulfonamide C1(CC1)C(CN1N=CC(=C1)C1=NC(=NC=C1C(F)(F)F)NC1=C(C=C(C=C1)S(=O)(=O)N)F)O